4,4'-(thiazolo[5,4-D]thiazole-2,5-diyl)dibenzoaldehyde S1C(=NC2=C1N=C(S2)C2=CC=C(C=O)C=C2)C2=CC=C(C=O)C=C2